BrC1=CC(=C(C=C1)CN=C=O)I 4-bromo-2-iodo-1-(isocyanatomethyl)benzene